6-hydroxy-N-(2-Hydroxyethyl)-1-(6-hydroxyhexyl)-1H-1,2,4-triazole-3-carboxamide OC(CCCCCN1N=C(N=C1)C(=O)NCCO)O